C1(CC1)C1=CC=C(C2=CC=CC=C12)NC(C1=CC=C(C=C1)F)=O N-(4-Cyclopropylnaphthalen-1-yl)-4-fluorobenzamide